5-(5-Hydroxypentyl)-2-methyl-2H-1,2,3-triazole-4-carboxylic acid tert-butyl ester C(C)(C)(C)OC(=O)C1=NN(N=C1CCCCCO)C